2'-chloro-N-(5-(6-chloro-4-(difluoromethyl)picolinoyl)-5,6-dihydro-4H-pyrrolo[3,4-d]thiazol-2-yl)-5'-methoxy-6-methyl-[4,4'-bipyridine]-3-carboxamide ClC1=NC=C(C(=C1)C1=C(C=NC(=C1)C)C(=O)NC=1SC2=C(N1)CN(C2)C(C2=NC(=CC(=C2)C(F)F)Cl)=O)OC